C(C)(C)(C)[C@@H]1CCC(=CC1)C (1R,6R)-6-Tert-butyl-3-methylcyclohex-2-en